[Ni].[Si].[Mn].[Zn].[Cu] copper-zinc-manganese-silicon-nickel